OC1=CC=C(C=C1)N=NC1=C(C(=O)O)C=CC=C1 4-hydroxyphenylazo-benzoic acid